sulfosuccinimide succinamate C(CCC(=O)N)(=O)O.S(=O)(=O)(O)C1C(=O)NC(C1)=O